ClC=1C=CC(=C(C1)C1=CC(N(C=C1OC)C(CC)C=1N=NN(C1)C1=C(C(=O)O)C=CC=C1)=O)N1N=NC(=C1)Cl 2-(4-(1-(4-(5-Chloro-2-(4-chloro-1H-1,2,3-triazol-1-yl)phenyl)-5-methoxy-2-oxopyridin-1(2H)-yl)propyl)-1H-1,2,3-triazol-1-yl)benzoic acid